C1(=CC(=CC=C1)C=CC(=O)C1=C(C=CC=C1)O)C1=CC(=CC=C1)C=CC(=O)C1=C(C=CC=C1)O 3,3'-(Biphenyl-3,3'-diyl)bis[1-(2-hydroxyphenyl)-2-propene-1-one]